ClC=1C(=NC=CC1C1=NC(=C(C=C1)CNC[C@H]1CCC(N1)=O)OC)C1=C(C(=CC=C1)NC1=C(C(=CC=C1)CNCCO)F)C (R)-5-((((3'-chloro-2'-(3-((2-fluoro-3-(((2-hydroxyethyl)amino)methyl)phenyl)amino)-2-methylphenyl)-6-methoxy-[2,4'-bipyridin]-5-yl)methyl)amino)methyl)pyrrolidin-2-one